NC1=CC=C(OC2=C(C(=C(C=C2C)OC2=CC=C(C=C2)N)C)C)C=C1 1,4-bis(4-aminophenoxy)2,3,6-trimethyl-benzene